CC(CC/C=C(/C)\\CC/C=C(/C)\\CC/C=C(/C)\\CC/C=C(\\C)/CC/C=C(\\C)/CCC=C(C)C)CCOP(=O)(O)O[C@H]1[C@H]([C@H]([C@@H]([C@H](O1)CO)O)O)O The molecule is a dolichyl D-mannosyl phosphate in which the dolichyl moiety contains six prenyl units and the mannosyl group has beta anomeric configuration.